FC1=CC=C(CCNC2=CC=C3C=CNC3=C2)C=C1 N-(4-fluorophenethyl)-1H-indol-6-amine